C(\C=C/CCCCCC)OC(CCCNC(C(CCC(=O)NC(CC(=O)NCCCCCCCCCCCC)C(NCCCCCCCCCCCC)=O)N)=O)=O [(Z)-non-2-enyl]-4-[[2-amino-5-[[3-(dodecylamino)-1-(dodecylcarbamoyl)-3-oxopropyl]amino]-5-oxo-pentanoyl]amino]butanoate